FC=1C(=C2C(=CC(=CC2=CC1)O)C1=C(C=2N=C(N=C(C2C=N1)N1CCCCC1)N1CC2(CCCN2C)CC1)F)C#C[Si](C(C)C)(C(C)C)C(C)C 6-fluoro-4-[8-fluoro-2-(1-methyl-1,7-diazaspiro[4.4]nonan-7-yl)-4-(1-piperidyl)pyrido[4,3-d]pyrimidin-7-yl]-5-(2-triisopropylsilylethynyl)naphthalen-2-ol